CC1=CC=C(C=N1)[C@H]1N(OCC1)C(=O)[C@@H]1CCN(CC12CC2)C2=NC=CC(=N2)N2C(CCC2)=O 1-[2-[(8R)-8-[(3S)-3-(6-methylpyridin-3-yl)-1,2-oxazolidine-2-carbonyl]-5-azaspiro[2.5]octan-5-yl]pyrimidin-4-yl]pyrrolidin-2-one